(2S)-4-[7-[1-(2,6-dioxo-3-piperidyl)-3-methyl-2-oxo-benzimidazol-5-yl]heptanoyl]piperazine-2-carboxylic acid O=C1NC(CCC1N1C(N(C2=C1C=CC(=C2)CCCCCCC(=O)N2C[C@H](NCC2)C(=O)O)C)=O)=O